fmoc-2,2-bis(4-pentenyl)glycine C(=O)(OCC1C2=CC=CC=C2C2=CC=CC=C12)NC(C(=O)O)(CCCC=C)CCCC=C